4-(3-(5-Fluoropyridin-2-yl)-1-methyl-1H-pyrazol-4-yl)-3,6-dimethyl-1H-pyrazolo[3,4-b]pyridine FC=1C=CC(=NC1)C1=NN(C=C1C1=C2C(=NC(=C1)C)NN=C2C)C